ClC1=C(C(=CC(=C1)F)F)N1N=CC(=C1C(F)(F)F)C(=O)NC=1C=NC(=C(C1)Cl)N1N=CC=N1 1-(2-chloro-4,6-difluorophenyl)-N-(5-chloro-6-(2H-1,2,3-triazol-2-yl)pyridin-3-yl)-5-(trisFluoromethyl)-1H-pyrazole-4-carboxamide